O=C1NC(CC[C@@H]1N1C(C2=CC(=C(C=C2C1=O)N1CCC(CC1)N1CCN(CC1)C1=CC=C(C=C1)NC1=C2N=CN(C2=NC=N1)C1CC(C1)NC(CC1=CC=CC=C1)=O)F)=O)=O N-((1s,3s)-3-(6-((4-(4-(1-(2-(2,6-dioxopiperidin-3-yl)-6-fluoro-1,3-dioxoisoindolin-5-yl)piperidin-4-yl)piperazin-1-yl)phenyl)amino)-9H-purin-9-yl)cyclobutyl)-2-phenylacetamide